(3R,4S)-8-fluoro-3-((R)-2-methylmorpholino)chroman-4-amine FC=1C=CC=C2[C@@H]([C@H](COC12)N1C[C@H](OCC1)C)N